The molecule is a steroid lactone, a 20-hydroxy steroid, a 2beta-hydroxy steroid, a 3beta-hydroxy steroid, a 14alpha-hydroxy steroid, a 6-oxo steroid, a 12-oxo steroid and a phytoecdysteroid. CCC1=C(C(=O)O[C@H](C1)[C@@](C)([C@H]2CC[C@@]3([C@@]2(C(=O)C[C@H]4C3=CC(=O)[C@H]5[C@@]4(C[C@@H]([C@@H](C5)O)O)C)C)O)O)C